OC(C)C1=CC(=C2C=CC=NC2=C1)C1(CC1)C=1C(=C(C(=O)N)C=C(C1)OC[C@H]1N(CC1)C)C (1-(7-(1-Hydroxyethyl)quinolin-5-yl)cyclopropyl)-2-methyl-5-(((s)-1-methylazetidin-2-yl)methoxy)benzamide